CC1=C2CCC(C2=C(C=C1)C)=O 4,7-dimethyl-1-indanone